C(C)(C)(C)OC(=O)N[C@@H](C(=O)N[C@@H](C(=O)O)CCCCC(F)(F)F)CC1=CC=CC=C1 (2R)-2-[[(2R)-2-(tert-butoxycarbonylamino)-3-phenyl-propionyl]amino]-7,7,7-trifluoroheptanoic acid